1-(4-(((6-(2-Chloro-3-(3-chloro-2-(3-methoxy-4-((4-(methoxymethyl)piperidin-1-yl)methyl)phenyl)pyridin-4-yl)phenyl)-2-methoxypyridin-3-yl)methyl)amino)piperidin-1-yl)ethan-1-one ClC1=C(C=CC=C1C1=C(C(=NC=C1)C1=CC(=C(C=C1)CN1CCC(CC1)COC)OC)Cl)C1=CC=C(C(=N1)OC)CNC1CCN(CC1)C(C)=O